2,7-di-tert-butyl-9-fluorenyl-zirconium(IV) dichloride methyl-(E,4S)-4-[[(2R)-4-amino-2-(butanoylamino)-4-oxo-butanoyl]amino]pent-2-enoate COC(\C=C\[C@H](C)NC([C@@H](CC(=O)N)NC(CCC)=O)=O)=O.[Cl-].[Cl-].C(C)(C)(C)C1=CC=2C(C3=CC(=CC=C3C2C=C1)C(C)(C)C)[Zr+3]